tert-butyl (1R,5S)-2-(((7-chloro-1-(2,4-dimethoxybenzyl)-2,4-dioxo-1,2,3,4-tetrahydropyrido[4,3-d]pyrimidin-5-yl)oxy)methyl)-3,8-diazabicyclo[3.2.1]octane-8-carboxylate ClC1=CC=2N(C(NC(C2C(=N1)OCC1[C@H]2CC[C@@H](CN1)N2C(=O)OC(C)(C)C)=O)=O)CC2=C(C=C(C=C2)OC)OC